NCCCNC(=O)C1=CC=C(C=C1)C1=N[C@H](C=2N(C3=C1C(=C(S3)C)C)C(=NN2)C)CC(=O)OC(C)(C)C tert-butyl (S)-2-(4-{4-[(3-aminopropyl)carbamoyl]phenyl}-2,3,9-trimethyl-6H-thieno[3,2-f][1,2,4]triazolo[4,3-a][1,4]diazepin-6-yl)acetate